ClC=1C=CC(=NC1C(F)(F)F)C=O 5-chloro-6-(trifluoromethyl)pyridinecarboxaldehyde